C1=CC=CC=2N(C3=C(C=CC21)C=CC=C3)C(=O)N3[C@@H]([C@H]2CC[C@@H](C3)N2C(N(C2=CC=CC=C2)C2=CC=CC=C2)=O)C(=O)O (1R,2S,5S)-3-(5H-dibenzo[b,f]azepine-5-carbonyl)-8-(diphenyl-carbamoyl)-3,8-diazabicyclo[3.2.1]octane-2-carboxylic acid